Pyrazinone N1C(C=NC=C1)=O